N2,N2,N2',N2',N7,N7,N7',N7'-octakis(4-methoxyphenyl)-9,9'-spirobi[fluorene]-2,2',7,7'-tetraamine COC1=CC=C(C=C1)N(C1=CC=2C3(C4=CC(=CC=C4C2C=C1)N(C1=CC=C(C=C1)OC)C1=CC=C(C=C1)OC)C1=CC(=CC=C1C=1C=CC(=CC13)N(C1=CC=C(C=C1)OC)C1=CC=C(C=C1)OC)N(C1=CC=C(C=C1)OC)C1=CC=C(C=C1)OC)C1=CC=C(C=C1)OC